8-oxo-7-(thiophen-3-yl)-1,3,4,8-tetrahydropyrido[2,1-c][1,4]Oxazine-9-carboxylic acid O=C1C(=C2COCCN2C=C1C1=CSC=C1)C(=O)O